2-(3-(benzyloxy)isoxazol-5-yl)-3-methylbutyronitrile C(C1=CC=CC=C1)OC1=NOC(=C1)C(C#N)C(C)C